6-chloro-8-fluoro-2-(((3R,4R)-4-methoxy-1-methylpyrrolidin-3-yl)oxy)-4-((R)-3-methylpiperazin-1-yl)quinoline-3-carbonitrile ClC=1C=C2C(=C(C(=NC2=C(C1)F)O[C@@H]1CN(C[C@H]1OC)C)C#N)N1C[C@H](NCC1)C